CC1=CC(=NN1C1=CC=C(C=C1)OC(F)(F)F)N1CCC(CC1)OC1CN(C1)C1CCOCC1 1-[5-methyl-1-[4-(trifluoromethoxy)phenyl]pyrazol-3-yl]-4-(1-tetrahydropyran-4-ylazetidin-3-yl)oxy-piperidine